[Si](C)(C)(C(C)(C)C)O[C@H](CCC=C)[C@H]1N(C(OC1)(C)C)C(=O)OC(C)(C)C tert-Butyl (4S)-4-[(1R)-1-[tert-butyl(dimethyl)silyl]oxypent-4-enyl]-2,2-dimethyl-oxazolidine-3-carboxylate